ClC1=CC=C(C(=N1)C(=O)NS(=O)(=O)C)N[C@H](C)C=1C=C(C=C2C(N(C(=NC12)N1CCC(CC1)C1=NC(=NN1C)C)C)=O)C (R)-6-chloro-3-((1-(2-(4-(1,3-dimethyl-1H-1,2,4-triazol-5-yl)piperidin-1-yl)-3,6-dimethyl-4-oxo-3,4-dihydroquinazolin-8-yl)ethyl)amino)-N-(methylsulfonyl)picolinamide